FC(C=1C=C(CN2C=C(C=C2)C=2C=C(C=NC2C)C=2C(NC(NC2)=O)=O)C=CC1)F 5-(5-(1-(3-(difluoromethyl)benzyl)-1H-pyrrol-3-yl)-6-methylpyridin-3-yl)pyrimidine-2,4(1H,3H)-dione